ClC1=C(C=CC=C1OCCCN1CCC(CC1)O)C=1C=C(NC2=CC=CC3=C2C=NS3)C=CC1 4-(3-(2-Chloro-3-(3-(4-hydroxypiperidin-1-yl)propoxy)phenyl)anilino)benzisothiazol